(5'S,7a'R)-3-({6-[(butan-2-yl)oxy]pyridin-2-yl}methoxy)-5'-(pyrazin-2-yl)tetrahydro-3'H-spiro[cyclobutane-1,2'-pyrrolo[2,1-b][1,3]oxazol]-3'-one CC(CC)OC1=CC=CC(=N1)COC1CC2(C(N3[C@H](O2)CC[C@H]3C3=NC=CN=C3)=O)C1